FC(OC1=NC=CC(=C1)C=1OC=C(N1)[C@@H]1C(C12CCN(CC2)S(=O)(=O)N)(F)F)F (2R)-2-{2-[2-(Difluoromethoxy)pyridin-4-yl]-1,3-oxazol-4-yl}-1,1-difluoro-6-azaspiro[2.5]octan-6-sulfonamid